C(C1=CC=CC=C1)OC(=O)N1CCC(=CC1)C1=CC2=CN(C=C2C(=C1)N1CCCC2=CC(=C(C=C12)C(F)F)C=1C=NN(C1)C)C(C)=O 4-(2-acetyl-7-(7-(difluoromethyl)-6-(1-methyl-1H-pyrazol-4-yl)-3,4-dihydroquinolin-1(2H)-yl)isoindol-5-yl)-3,6-dihydropyridine-1(2H)-carboxylic acid benzyl ester